C1(=CC=CC=C1)N=C(C)C(C)=NC1=CC=CC=C1 N,N'-diphenylbutane-2,3-diimine